C(N)(=N)NCC(=O)O N-guanylglycine